OC[C@H](C(=O)NC1=CC=C2C(=CC(=NC2=C1)C1=CC=C(C=C1)C(F)(F)F)OC)C1=CC=CC=C1 (R)-3-Hydroxy-N-(4-methoxy-2-(4-(trifluoromethyl)phenyl)quinolin-7-yl)-2-phenylpropanamide